N-[3-[[7-(2-methoxy-4,6-dimethyl-phenyl)-1,8-naphthyridin-2-yl]methyl]cyclobutyl]acetamide COC1=C(C(=CC(=C1)C)C)C1=CC=C2C=CC(=NC2=N1)CC1CC(C1)NC(C)=O